C1CC12CCN(CC2)C2=C(C=1CCCC1C(=C2)S(=O)(=O)CCO)C(=O)NC2=NC(=NC(=C2)C)N2CCC(CC2)(F)F 5-{6-Azaspiro[2.5]oct-6-yl}-N-[2-(4,4-difluoropiperidin-1-yl)-6-methylpyrimidin-4-yl]-7-(2-hydroxyethanesulfonyl)-2,3-dihydro-1H-indene-4-carboxamide